(R)-3-hydroxy-1-methyl-3-(3-(5-(1-(phenylsulfonyl)-1H-pyrrolo[2,3-b]pyridin-3-yl)thiazol-2-yl)phenyl)pyrrolidin-2-one O[C@@]1(C(N(CC1)C)=O)C1=CC(=CC=C1)C=1SC(=CN1)C1=CN(C2=NC=CC=C21)S(=O)(=O)C2=CC=CC=C2